[Na].COC1=C(C(=NC=C1C)CS(=O)O)C (4-methoxy-3,5-dimethylpyridine-2-yl)methanesulfinic acid sodium